C(C(=C)C)(=O)OCCOC(C=C)=O 2-(acryloyloxy)ethyl methacrylate